2-(3,5-difluorophenyl)-N-((2S)-1-(((2S)-4-(4-fluorophenyl)-1-hydroxyl-(thiazol-2-yl)butan-2-yl)amino)-5-hydroxy-1-oxohexan-2-yl)thiazole-5-carboxamide FC=1C=C(C=C(C1)F)C=1SC(=CN1)C(=O)N[C@H](C(=O)N[C@H](CO)CC(C1=CC=C(C=C1)F)C=1SC=CN1)CCC(C)O